C(#C)C=1C=NC=CC1C1=CC=C(C(=O)N)C=C1F 4-(3-ethynyl-Pyridin-4-yl)-5-fluorobenzamide